1-(2-methoxyphenyl)azetidine-3-carboxylic acid COC1=C(C=CC=C1)N1CC(C1)C(=O)O